N1-(3-methoxyphenyl)-N2-((S)-4-methyl-1-oxo-1-(((S)-3-oxo-1-((S)-2-oxopyrrolidin-3-yl)-4-(2,3,5,6-tetrafluorophenoxy)butan-2-yl)amino)pentan-2-yl)oxalamide COC=1C=C(C=CC1)NC(C(=O)N[C@H](C(N[C@@H](C[C@H]1C(NCC1)=O)C(COC1=C(C(=CC(=C1F)F)F)F)=O)=O)CC(C)C)=O